C(CCC)OC1CC(C2=CC=CC=C12)=O butoxy-3-oxo-indan